6-(tert-butylamino)-4-(((1R,3R,4R)-3-hydroxy-4-methylcyclohexyl)amino)nicotinamide C(C)(C)(C)NC1=NC=C(C(=O)N)C(=C1)N[C@H]1C[C@H]([C@@H](CC1)C)O